1-(3-(trimethylammonio)propyl)pyridin-1-ium chloride [Cl-].C[N+](CCC[N+]1=CC=CC=C1)(C)C.[Cl-]